BrC=1C(=NC=C(C1)F)CC1(CCN(CC1)C(=O)OC(C)(C)C)C(N(C)OC)=O tert-butyl 4-((3-bromo-5-fluoropyridin-2-yl)methyl)-4-(methoxy(methyl)carbamoyl)piperidine-1-carboxylate